4-(((4-(4-(3-oxa-8-azabicyclo[3.2.1]octan-8-yl)-7H-pyrrolo[2,3-d]pyrimidin-6-yl)phenyl)amino)methyl)piperidin-4-ol C12COCC(CC1)N2C=2C1=C(N=CN2)NC(=C1)C1=CC=C(C=C1)NCC1(CCNCC1)O